O=C1NC(CCC1N1C(C2=CC=CC(=C2C1=O)N1CCN(CC1)CCN1CCC(CC1)C(=O)OCCCC)=O)=O butyl 1-(2-(4-(2-(2,6-dioxopiperidin-3-yl)-1,3-dioxoisoindolin-4-yl)piperazin-1-yl)ethyl)piperidine-4-carboxylate